1-[bis(2-hydroxyethyl)amino]-2-butanol OCCN(CC(CC)O)CCO